O1C(=CC=C1)CNC(=O)NC(COC(C1=CC=CC=C1)=O)=O benzoic acid [2-(2-furanylmethylcarbamoylamino)-2-oxo-ethyl] ester